2-methyl-5-(2-morpholinoethoxy)benzoic acid CC1=C(C(=O)O)C=C(C=C1)OCCN1CCOCC1